C(=O)O.ClC1=C(C=CC(=C1)NC=1C=2N(C=CN1)C(=CN2)C=2C(=NN(C2)CC2=NC=CC=N2)C(F)(F)F)C(=O)N2CCNCC2 [2-chloro-4-[[3-[1-(pyrimidin-2-ylmethyl)-3-(trifluoromethyl)pyrazol-4-yl]imidazo[1,2-a]pyrazin-8-yl]amino]phenyl]-piperazin-1-ylmethanone formate